C(C)OC(=O)[C@H]1N([C@H]2C[C@]2(C1)COCCN=[N+]=[N-])C(CNC(CCCOC1=CC=CC=C1)=O)=O (1S,3S,5R)-5-((2-azidoethoxy)methyl)-2-((4-phenoxybutyryl)glycyl)-2-azabicyclo[3.1.0]hexane-3-carboxylic acid ethyl ester